N-(3-cyano-4-fluorophenyl)-1,4-dimethyl-1H-pyrrole-3-formamide C(#N)C=1C=C(C=CC1F)NC(=O)C1=CN(C=C1C)C